Cl.N[C@H](C(=O)N1C[C@]2(C[C@H]1C(=O)N)C(NC1=CC=CC=C12)=O)CC1CC1 (3R,5'S)-1'-((S)-2-amino-3-cyclopropylpropionyl)-2-oxospiro[indole-3,3'-pyrrolidine]-5'-carboxamide hydrochloride